6-(2,4-difluorophenoxy)-2-(methylsulfonyl)-8,9-dihydroimidazo[1',2':1,6]pyrido[2,3-d]pyrimidine FC1=C(OC2=CC3=C(N=C(N=C3)S(=O)(=O)C)N3C2=NCC3)C=CC(=C1)F